(S)-3-(1-Methyl-2-pyrrolidinyl)pyridine CN1[C@@H](CCC1)C=1C=NC=CC1